BrC1=CC=C(O1)C1SCC(N1CC1=CC=C(C=C1)F)=O 2-(5-bromofuran-2-yl)-3-(4-fluorobenzyl)thiazolidin-4-one